Quinoxaline-3-carboxylate N1=CC(=NC2=CC=CC=C12)C(=O)[O-]